sorbitol diethoxide [O-]CC.[O-]CC.OC[C@H](O)[C@@H](O)[C@H](O)[C@H](O)CO